COC=1C=C(C=CC1C)NC(=O)C1(CCC(CC1)N1C(C2=CC=CC(=C2C1)C)=O)C (1s,4s)-N-(3-methoxy-4-methylphenyl)-1-methyl-4-(4-methyl-1-oxoisoindolin-2-yl)cyclohexane-1-carboxamide